C1C(CC12CCNCC2)OC=2C=CC(=NC2)C2=C1CCN(C1=CC=C2)C=2C=C(C=1N(N2)C(=CN1)C(=O)N[C@H]1[C@H](C1)F)NC 6-[4-(5-{7-Azaspiro[3.5]nonan-2-yloxy}pyridin-2-yl)-2,3-dihydroindol-1-yl]-N-[(1R,2S)-2-fluorocyclopropyl]-8-(methylamino)imidazo[1,2-b]pyridazine-3-carboxamide